(3S)-1-(5-fluoro-6-methylpyridin-3-yl)-N-[(2-methylpyridin-4-yl)methyl]Piperidin-3-amine FC=1C=C(C=NC1C)N1C[C@H](CCC1)NCC1=CC(=NC=C1)C